OC1=CC=C(C=C1)C(C)(C)C1=CC=C(C=C1)C#CCNC(OC(C)(C)C)=O tert-butyl (3-(4-(2-(4-hydroxyphenyl)propan-2-yl)phenyl)propan-2-yn-1-yl)carbamate